5-Hydroxy-4-ethyl-1H-indole OC=1C(=C2C=CNC2=CC1)CC